N-((1-((1r,4r)-4-(cyanomethyl)cyclohexyl)-1,6-dihydroimidazo[4,5-d]pyrrolo[2,3-b]pyridin-2-yl)methyl)-2-cyclohexyl-N'-hydroxyacetamidine C(#N)CC1CCC(CC1)N1C(=NC=2C1=C1C(=NC2)NC=C1)CNC(CC1CCCCC1)=NO